COCCOCOC1=C(C=C(C=C1)N1C(C2=CC=C(C=C2CC1)C1=CC(=CC=C1)C(F)(F)F)=O)NS(=O)(=O)C N-(2-((2-methoxyethoxy)methoxy)-5-(1-oxo-6-(3-(trifluoromethyl)phenyl)-3,4-dihydroisoquinolin-2(1H)-yl)phenyl)methanesulfonamide